FC(OC1CCC(CC1)NC1=NC=C(C(=N1)N[C@H]1C[C@@](CCC1)(C)O)C#N)F 2-((1r,4R)-4-(difluoromethoxy)cyclohexylamino)-4-((1R,3S)-3-hydroxy-3-methylcyclohexylamino)pyrimidine-5-carbonitrile